C1(CC1)CN1N=CC(=C1)C=1C=NC=2CCN(CC2C1)C1=C(C=C(C=N1)C#N)C 6-[3-[1-(cyclopropylmethyl)pyrazol-4-yl]-7,8-dihydro-5H-1,6-naphthyridin-6-yl]-5-methyl-pyridine-3-carbonitrile